perfluorohexyl-fluorine FC(C(C(C(C(C(F)(F)F)(F)F)(F)F)(F)F)(F)F)(F)F